N-[3-(1,1-difluoropropyl)phenyl]-3-methyl-5-oxo-1-[1-(2-phenylethyl)indol-6-yl]-4H-pyrazole-4-carboxamide FC(CC)(F)C=1C=C(C=CC1)NC(=O)C1C(=NN(C1=O)C1=CC=C2C=CN(C2=C1)CCC1=CC=CC=C1)C